ClC1=CC=C(N=N1)SCCC(C#N)C#N 2-[2-(6-chloropyridazin-3-yl)sulfanylethyl]propanedinitrile